CC[C@H](C=1C=NC(=CC1)C(F)(F)F)[S@@]([O-])=NC#N [(R)-methyl(oxido){(1R)-1-[6-(trifluoromethyl)pyridin-3-yl]ethyl}-λ4-sulphanylidene]cyanamide